6-cyclopropyl-4-[[5-[2,4-difluoro-3-[(4-methoxyphenyl)methoxy]phenyl]-1,3,4-thiadiazol-2-yl]methyl]-4,6-diazaspiro[2.4]heptane-5,7-dione C1(CC1)N1C(N(C2(CC2)C1=O)CC=1SC(=NN1)C1=C(C(=C(C=C1)F)OCC1=CC=C(C=C1)OC)F)=O